CC=1OC(=CN1)C=1C(=C2C=CN=CC2=CC1)NC1CC(C1)C(=O)O (1s,3s)-3-((6-(2-methyloxazol-5-yl)isoquinolin-5-yl)amino)cyclobutane-1-carboxylic acid